N-(2-Methoxy-5-(4-(trifluoromethyl)phenoxy)phenyl)-1-methyl-6-oxo-piperazine-2-carboxamide COC1=C(C=C(C=C1)OC1=CC=C(C=C1)C(F)(F)F)NC(=O)C1N(C(CNC1)=O)C